(5-(2,4-difluorophenoxy)pyridin-2-yl)spiro[2.4]heptane-1-carboxamide FC1=C(OC=2C=CC(=NC2)C2(CC23CCCC3)C(=O)N)C=CC(=C1)F